3-bromo-1-(prop-2-yn-1-yl)pyrrolo[3,2-c]pyridine BrC1=CN(C2=C1C=NC=C2)CC#C